3-(acetylthio)-2-benzylpropionic acid C(C)(=O)SCC(C(=O)O)CC1=CC=CC=C1